4-(4-(3-((6-(trifluoromethyl)pyridin-3-yl)oxy)propyl)piperazin-1-yl)-1H-indole hydrochloride Cl.FC(C1=CC=C(C=N1)OCCCN1CCN(CC1)C1=C2C=CNC2=CC=C1)(F)F